C(#N)C1=CC=C(C=C1)[N-]SCC1=CC(=CC(=C1)OC)OC 4-cyano-N-(3,5-dimethoxybenzyl)thiophenylamide